ClC1=C(C=C(C(=C1Cl)F)NC(C1=C(C=C(C=C1)OCCC1=CC=CC=C1)C(F)(F)F)=O)CC(=O)O (2,3-dichloro-4-fluoro-5-{[4-(2-phenylethoxy)-2-(trifluoromethyl)benzoyl]amino}phenyl)acetic acid